CN1CCC(CC1)C1=CC=C(C=C1)N1C(C2=CC=CC=C2C=C1)=O 4-(1-methylpiperidin-4-yl)phenylisoquinolin-1(2H)-one